(2S,4R)-N-(5-bromo-1-methyl-1H-pyrazol-3-yl)-4-fluoropyrrolidine-2-carboxamide BrC1=CC(=NN1C)NC(=O)[C@H]1NC[C@@H](C1)F